FC1(CNC1)COC(=O)N1CCC(CC1)NC1=CC(=NC=2N1N=CC2C(C)C)C=2C=NC=CC2 4-((3-isopropyl-5-(pyridin-3-yl)pyrazolo[1,5-a]pyrimidin-7-yl)amino)piperidine-1-carboxylic acid (3-fluoroazetidine-3-yl)methyl ester